ClC1=C(C(=CC=C1)[N+](=O)[O-])N1CC2CC2C1 3-(2-chloro-6-nitro-phenyl)-3-azabicyclo[3.1.0]hexane